(R,R)-4-(1-(dimethyl-amino)ethyl)-N'-((1,2,3,5,6,7-hexahydro-s-indacen-4-yl)carbamoyl)-benzenesulfonimidamide CN([C@H](C)C1=CC=C(C=C1)[S@@](=O)(N)=NC(NC1=C2CCCC2=CC=2CCCC12)=O)C